C1(C(C(C(C(C1[2H])([2H])[2H])([2H])[2H])([2H])[2H])([2H])[2H])([2H])C1=C(C(=NN=N1)C1=C(C=CC=C1)C1=C(C=CC=2OC3=C(C21)C=CC=C3)C3=C(C=CC=C3)C3=CC=CC=C3)C3(C(C(C(C(C3[2H])([2H])[2H])([2H])[2H])([2H])[2H])([2H])[2H])[2H] [(diphenyl-d10)triazinyl][(biphenylyl)dibenzofuranyl]Benzene